CC1(C(NC2=CC=C(C=C2C1)NC1=CNC=2CCCCC2C1=O)=O)C 3,3-dimethyl-6-[(4-oxo-5,6,7,8-tetrahydro-1H-quinolin-3-yl)amino]-1,4-dihydroquinolin-2-one